2-[4-[4-[(1S)-1-[(2-Ethyl-1-oxo-3H-pyrrolo[3,4-c]pyridin-4-yl)amino]ethyl]-2-fluoro-phenyl]-2-pyridyl]-2-methyl-propionitrile C(C)N1CC=2C(=NC=CC2C1=O)N[C@@H](C)C1=CC(=C(C=C1)C1=CC(=NC=C1)C(C#N)(C)C)F